O1C(=CC=C1)C(CC(=O)[O-])(CC)O 3-(furan-2-yl)-3-hydroxyvalerate